FC=1C=C(C=CC1OC)C1=CN=C2N1C=CN=C2NC2=CC(=C(C(=O)N1CCC(CC1)C(=O)NCC1CN(C1)C)C=C2)C 1-(4-((3-(3-fluoro-4-methoxyphenyl)imidazo[1,2-a]pyrazin-8-yl)amino)-2-methylbenzoyl)-N-((1-methylazetidin-3-yl)methyl)piperidine-4-carboxamide